FC=1C=C(C=CC1)N1C(CCCCC1)C=1C(N(C(C1)=O)C1=CC=CC=C1)=O 3-(1-(3-Fluorophenyl)azepan-2-yl)-1-phenyl-1H-pyrrole-2,5-dione